CC1(OC2=CC=CC=C2C=C1C=C)C 2,2-dimethyl-3-vinyl-2H-chromen